rac-(3S,4S,5R)-4-amino-3-benzyl-5-ethylpyrrolidin-2-one N[C@H]1[C@@H](C(N[C@@H]1CC)=O)CC1=CC=CC=C1 |r|